[Na+].N1C=NC2=C1C=C(C=C2S(=O)(=O)[O-])S(=O)(=O)O 1H-benzoimidazole-4,6-disulfonic acid monosodium salt